4-bromo-N-(2-(4,4-difluoropiperidin-1-yl)-6-methylpyrimidin-4-yl)-2-(6-azaspiro[2.5]oct-6-yl)-1-naphthamide BrC1=CC(=C(C2=CC=CC=C12)C(=O)NC1=NC(=NC(=C1)C)N1CCC(CC1)(F)F)N1CCC2(CC2)CC1